N-(4-bromobenzyl)-N-(1,1-dioxido-2,3-dihydrothiophen-3-yl)-2-(2-fluoro-4-(2-methyl-1H-pyrrol-1-yl)phenyl)acetamide BrC1=CC=C(CN(C(CC2=C(C=C(C=C2)N2C(=CC=C2)C)F)=O)C2CS(C=C2)(=O)=O)C=C1